N-(1-(5-(3-cyano-6-(2-hydroxy-2-methylpropoxy)pyrazolo[1,5-a]pyridin-4-yl)pyridin-2-yl)-4-methylpiperidin-4-yl)-3,6-dimethylpyrazine-2-carboxamide C(#N)C=1C=NN2C1C(=CC(=C2)OCC(C)(C)O)C=2C=CC(=NC2)N2CCC(CC2)(C)NC(=O)C2=NC(=CN=C2C)C